(S)-2-((2-((1-ethoxy-3,3-dimethyl-1,3-dihydrobenzo[c][1,2]oxaborol-5-yl)amino)-5-(3-(pyridin-3-yl)-1,2,4-oxadiazol-5-yl)pyrimidin-4-yl)amino)-2-phenylethan-1-ol C(C)OB1OC(C2=C1C=CC(=C2)NC2=NC=C(C(=N2)N[C@H](CO)C2=CC=CC=C2)C2=NC(=NO2)C=2C=NC=CC2)(C)C